[N+](=[N-])=C(C(C)=O)P(=O)(OC)OC 1-diazo-1-dimethoxyphosphoryl-propan-2-one